trans-methyl-2-(4-(benzyloxy)phenyl)cyclopropane-1-carboxylate COC(=O)[C@H]1[C@@H](C1)C1=CC=C(C=C1)OCC1=CC=CC=C1